3,5-dimethylisoxazol-4-ylborate CC1=NOC(=C1OB([O-])[O-])C